N1CCC(CCC1)C1=NN(C(=C1)NCC=1SC(=CC1)Cl)C(=O)C=1N=CSC1 3-(Azepan-4-yl)-N-[(5-chlorothiophen-2-yl)methyl]-1-(1,3-thiazol-4-carbonyl)-1H-pyrazol-5-amin